C(C)OC(CCN(C)C(=O)N1C(N(C2=NC(=NC(=C12)N)NS(=O)(=O)CCC)CC1=CC=CC=C1)=O)=O 3-[[6-amino-9-benzyl-8-oxo-2-(propylsulfonylamino)purine-7-carbonyl]-methyl-amino]propionic acid ethyl ester